FC(C(=O)O)(F)F.FC=1C=CC=C2C(=CC=NC12)SC=1N=CC(=NC1)N1CCC2([C@@H](C=3N(N=CC3)C2)N)CC1 (S)-1-(5-((8-fluoroquinolin-4-yl)thio)pyrazin-2-yl)-4'H,6'H-spiro[piperidine-4,5'-pyrrolo[1,2-b]pyrazol]-4'-amine (trifluoroacetate)